6-hydroxy-1-methyl-2-(2-(3-methylpyrrolidin-1-yl)-2-oxoethyl)-3-oxo-3,8,9,10-tetrahydropyrano[3,2-f]chromene-5-carbaldehyde OC1=C(C2=C(C=3CCCOC13)C(=C(C(O2)=O)CC(=O)N2CC(CC2)C)C)C=O